C[C@H](CCC)OC1=CC=C(C=C1)[C@H](CC(=O)O)C#CC |&1:1| (3S)-3-{4-[(2R/S)-pent-2-yloxy]Phenyl}hex-4-ynoic acid